bis(glutathionyl)spermine C(CCNCCCNC(=O)CNC(=O)[C@H](CS)NC(=O)CC[C@@H](C(=O)O)N)CNCCCNC(=O)CNC(=O)[C@H](CS)NC(=O)CC[C@@H](C(=O)O)N